C(=C)[C@@H]1[C@H](CC1)C(=O)O |r| rac-(1S,2R)-2-vinylcyclobutane-1-carboxylic acid